CN(C)C[C@H]1[C@@H]([C@H]([C@]2([C@@]1(C1=C(C=NC=C1OC)O2)O)C2=CC=C(C#N)C=C2)C2=CC=CC=C2)CO |r| rac-4-((4bR,5R,6R,7S,7aR)-5-((dimethylamino)methyl)-4b-hydroxy-6-(hydroxymethyl)-4-methoxy-7-phenyl-4b,5,6,7-tetrahydro-7aH-cyclopenta[4,5]furo[2,3-c]pyridin-7a-yl)benzonitrile